4-{(biphenyl-4-yl)-phenylamino}-4''-{(biphenyl-4-yl)-amino}-3-phenyl-1,1':3',1''-terphenyl C1(=CC=C(C=C1)N(C1=C(C=C(C=C1)C1=CC(=CC=C1)C1=CC=C(C=C1)NC1=CC=C(C=C1)C1=CC=CC=C1)C1=CC=CC=C1)C1=CC=CC=C1)C1=CC=CC=C1